C(C)C1(OC(OC1)=O)C=C 4-ethyl-4-vinyl-1,3-dioxolan-2-one